ClC1=CC=C(C=C1)C1=N[C@H](C=2N(C3=C1C=C(C=C3)OCCCCC(=O)NC3=CC(=CC=C3)O)C(=NN2)C)CC(=O)NCC 5-(((4S)-6-(4-chlorophenyl)-4-(2-(ethylamino)-2-oxoethyl)-1-methyl-4H-benzo{f}[1,2,4]triazolo[4,3-a][1,4]diazepin-8-yl)oxy)-N-(3-hydroxyphenyl)pentanamide